3-Bromo-7-fluoro-8-methoxy-2-(trifluoromethyl)-4H-pyrido[1,2-a]pyrimidin-4-one BrC1=C(N=C2N(C1=O)C=C(C(=C2)OC)F)C(F)(F)F